CC=1C(=NC(=NC1)NC=1C=CC2=C(B(OC2)O)C1)NC1CCN(CC1)C 6-((5-methyl-4-((1-methylpiperidin-4-yl)amino)pyrimidin-2-yl)amino)benzo[c][1,2]oxaborol-1(3H)-ol